N-((2-methylthiazol-5-yl)methyl)methylamine hydrochloride Cl.CC=1SC(=CN1)CNC